COCC1=C(N=CC=2NC3=CC=CC(=C3C21)OCC=2C=NC=CC2)C(=O)NC 4-(methoxymethyl)-N-methyl-5-(pyridin-3-ylmethoxy)-9H-pyrido[3,4-b]indole-3-carboxamide